(S)-1-(3-((5-benzoyl-2-((4-(4-methylpiperazin-1-yl)phenyl)amino)-7H-pyrrolo[2,3-d]pyrimidin-4-yl)amino)Pyrrolidin-1-yl)prop-2-en-1-one C(C1=CC=CC=C1)(=O)C1=CNC=2N=C(N=C(C21)N[C@@H]2CN(CC2)C(C=C)=O)NC2=CC=C(C=C2)N2CCN(CC2)C